(3S,4S)-4-fluoro-1-(1H-1,2,4-triazol-3-yl)pyrrolidin-3-amine F[C@@H]1[C@H](CN(C1)C1=NNC=N1)N